1-benzyl-3-(phenylethynyl)-4-(4-(trifluoromethyl)phenyl)-1H-pyrrole-2,5-dione C(C1=CC=CC=C1)N1C(C(=C(C1=O)C1=CC=C(C=C1)C(F)(F)F)C#CC1=CC=CC=C1)=O